N(=[N+]=[N-])CCOCCOCCNCC1=CC=CC=C1 2-(2-(2-azidoethoxy)ethoxy)N-benzylethan-1-amine